N1N=CC(=C1)N(C(CCC1=CC=C(C=C1)C)=O)CC=1SC=CC1 N-(1H-pyrazol-4-yl)-N-(thiophen-2-ylmethyl)-3-p-tolylpropanamide